FC(C1=NC=CC=C1C=1C=NC=2CCNCC2C1)(F)F 3-[2-(trifluoromethyl)-3-pyridyl]-7,8-dihydro-5H-1,6-naphthyridin